FC(C(=O)N1[C@@H]([C@@H]2[C@H](C1)CCC2)C(=O)N[C@@H](C[C@H]2C(NCC2)=O)C(CF)=O)(C)C2=CC(=CC=C2)F (1S,3aR,6aS)-2-(2-fluoro-2-(3-fluorophenyl)propanoyl)-N-((S)-4-fluoro-3-oxo-1-((S)-2-oxopyrrolidin-3-yl)butan-2-yl)octahydrocyclopenta[c]pyrrole-1-carboxamide